2-(3-chlorophenyl)-4,4,5,5-tetramethyl-1,3,2-dioxaborolane ClC=1C=C(C=CC1)B1OC(C(O1)(C)C)(C)C